6-(2,6-dichloro-3,5-dimethoxyphenyl)-1-(4-methoxybenzyl)-N-(2-methyl-6-nitrophenyl)-4,5,6,7-tetrahydro-1H-indazole-3-amine ClC1=C(C(=C(C=C1OC)OC)Cl)C1CCC=2C(=NN(C2C1)CC1=CC=C(C=C1)OC)NC1=C(C=CC=C1[N+](=O)[O-])C